7'-(2,6-dioxopiperidin-3-yl)-3',4'-Dihydro-6'H-spiro[piperidine-4,2'-pyrano[2,3-f]isoindole]-6',8'(7'H)-dione O=C1NC(CCC1N1C(C=2C=C3C(=CC2C1=O)OC1(CC3)CCNCC1)=O)=O